C([C@@H]1[C@H]([C@@H]([C@@H]([C@H](O1)O[C@H]2[C@H]([C@@H]([C@H](O[C@@H]2OC[C@@H]3[C@H]([C@@H]([C@@H]([C@H](O3)O)O)O[C@@H]4[C@@H]([C@H]([C@H]([C@H](O4)CO[C@@H]5[C@@H]([C@H]([C@H]([C@H](O5)CO)O)O)O[C@@H]6[C@@H]([C@H]([C@H]([C@H](O6)CO)O)O)O)O)O)O[C@@H]7[C@@H]([C@H]([C@H]([C@H](O7)CO)O)O)O)O)CO)O)O)O)O)O)O The molecule is a branched heptasaccharide consisting of alpha-D-Man at the reducing end having alpha-D-Gal-(1->2)-alpha-D-Gal-(1->6)-[alpha-D-Gal-(1->2)]-alpha-D-Gal and alpha-D-Man-(1->2)-alpha-D-Man groups attached at the 3- and 6-positions respectively.